2,4-diheptylphenol C(CCCCCC)C1=C(C=CC(=C1)CCCCCCC)O